BrC1=CC(=C(C=N1)S(=O)(=O)N1CC(C2=CC(=CC(=C12)C)F)C)C 1-[(6-bromo-4-methyl-3-pyridyl)sulfonyl]-5-fluoro-3,7-dimethyl-indoline